(4-(3-Methyloxyoxetan-3-yl)phenyl)(2-(4-(trifluoromethyl)phenyl)-2,6-dihydropyrrolo[3,4-c]pyrazol-5(4H)-yl)methanone COC1(COC1)C1=CC=C(C=C1)C(=O)N1CC2=NN(C=C2C1)C1=CC=C(C=C1)C(F)(F)F